N[C@@H]1CN(CCC1)C1=CC(=NC=C1C=1C=NN(C1)CC(F)(F)F)NC1=CC=C2C(=N1)N(N=C2)CC(=O)O (S)-2-(6-((4-(3-Aminopiperidin-1-yl)-5-(1-(2,2,2-trifluoroethyl)-1H-pyrazol-4-yl)pyridin-2-yl)amino)-1H-pyrazolo[3,4-b]pyridin-1-yl)acetic acid